aluminum-aluminum argon [Ar].[Al].[Al]